4-(4-trifluoromethylbenzyl)-7-benzyl-6,7,8,9-tetrahydropyrido[3,4-e][1,2,4]triazolo[1,5-a]pyrimidin-5(4H)-one FC(C1=CC=C(CN2C=3N(C4=C(C2=O)CN(CC4)CC4=CC=CC=C4)N=CN3)C=C1)(F)F